(2-ethoxy-1-methyl-2-oxoethyl)methyl-2-naphthalenylsulfonium hexafluoroantimonate F[Sb-](F)(F)(F)(F)F.C(C)OC(C(C)[S+](C1=CC2=CC=CC=C2C=C1)C)=O